CNCC1=NC(=CC2=C1CNC2=O)N2[C@@H](CCC2)C 4-[(methylamino)methyl]-6-[(2R)-2-methylpyrrolidin-1-yl]-2,3-dihydro-1H-pyrrolo[3,4-c]pyridin-1-one